isopropylthieno[3,4-b]thiophene C(C)(C)C1=CC=2C(S1)=CSC2